chlorine trimethylaluminum C[Al](C)C.[Cl]